(S)-4-bromo-2-(1-(4-fluorophenyl)ethoxy)-1-nitrobenzene BrC1=CC(=C(C=C1)[N+](=O)[O-])O[C@@H](C)C1=CC=C(C=C1)F